ClC=1C=C(C(=NC1)OC(F)F)C1=CN=C(N1)C1=C(C=CC=C1F)F 5-chloro-2-(difluoromethoxy)-3-[2-(2,6-difluorophenyl)-1H-imidazol-5-yl]pyridine